N-(1,1'-biphenyl-2-yl)-N-(9,9-dimethyl-9H-fluoren-2-yl)-9,9'-spirobi[9H-fluorene]-4-amine C1(=C(C=CC=C1)N(C1=CC=CC=2C3(C4=CC=CC=C4C12)C1=CC=CC=C1C=1C=CC=CC13)C1=CC=3C(C2=CC=CC=C2C3C=C1)(C)C)C1=CC=CC=C1